C(C1=CC=CC=C1)C(NC(F)(F)F)F benzyl-(trifluoromethyl)aminomethyl fluoride